COC(CC=1C=CC(=C2C=NNC12)C#CC)=O 4-(propan-1-yn-1-yl)-1H-indazole-7-acetic acid methyl ester